2-[4-(4,4,5,5-tetramethyl-1,3,2-dioxaborolan-2-yl)-1H-pyrazol-1-yl]ethan-1-ol CC1(OB(OC1(C)C)C=1C=NN(C1)CCO)C